trans-3-(benzyloxy)4-nitrobenzoic acid cyclobutyl ester C1(CCC1)OC(C1=CC(=C(C=C1)[N+](=O)[O-])OCC1=CC=CC=C1)=O